(2-(1-(cyclopropylmethyl)-7-(1-(3-hydroxy-3-(trifluoromethyl)cyclobutane-1-carbonyl)piperidin-4-yl)-1H-indol-2-yl)-3-methylpyrazolo[1,5-a]pyridin-6-yl)methanone C1(CC1)CN1C(=CC2=CC=CC(=C12)C1CCN(CC1)C(=O)C1CC(C1)(C(F)(F)F)O)C1=NN2C(C=CC(=C2)C=O)=C1C